(Z)-1-(3-(3-(2-Fluorophenyl)-4-oxo-3,4-dihydrophthalazin-1-yl)phenyl)-N-methyl-methanimine oxide FC1=C(C=CC=C1)N1N=C(C2=CC=CC=C2C1=O)C=1C=C(C=CC1)\C=[N+](\C)/[O-]